gamma-Glutamylalanine N[C@@H](CCC(=O)N[C@@H](C)C(=O)O)C(=O)O